N-(3-methoxy-4-((4-((2-methyl-6-(methylcarbamoyl)phenyl)amino)-5-(trifluoromethyl)pyrimidin-2-yl)amino)phenyl)-4-(4-methylpiperazin-1-yl)adamantan-1-carboxamide COC=1C=C(C=CC1NC1=NC=C(C(=N1)NC1=C(C=CC=C1C(NC)=O)C)C(F)(F)F)NC(=O)C12CC3C(C(CC(C1)C3)C2)N2CCN(CC2)C